(2S,4R)-1-((9,9-difluoro-9H-fluorene-3-carbonyl)glycyl)-4-(difluoromethoxy)-N-((R)-2-hydroxy-1-(1H-pyrrolo[3,2-c]pyridin-2-yl)ethyl)pyrrolidine-2-carboxamide FC1(C2=CC=CC=C2C=2C=C(C=CC12)C(=O)NCC(=O)N1[C@@H](C[C@H](C1)OC(F)F)C(=O)N[C@@H](CO)C1=CC=2C=NC=CC2N1)F